3-[2-(4-chloro-3-fluorophenoxy)acetamido]-N-[(1-methyl-1H-imidazol-2-yl)methyl]bicyclo[1.1.1]pentane-1-carboxamide ClC1=C(C=C(OCC(=O)NC23CC(C2)(C3)C(=O)NCC=3N(C=CN3)C)C=C1)F